CC1=C(OC=2CCC3=CN(N=C3C21)CC2=NC=CC=C2)C(=O)NCC=2SC=CN2 8-methyl-2-(pyridin-2-ylmethyl)-N-(1,3-thiazol-2-ylmethyl)-4,5-dihydro-2H-furo[2,3-g]indazole-7-carboxamide